C(C)(=O)C1=C2CCOC(C2=CC=C1)CN(C(OC(C)(C)C)=O)C Tert-Butyl ((5-acetylisochroman-1-yl)methyl)(methyl)carbamate